rac-(1R,5R,6S)-3-(2-fluorophenyl)-N-hydroxy-bicyclo[3.1.0]hex-3-ene-6-carboxamide FC1=C(C=CC=C1)C=1C[C@H]2[C@@H]([C@H]2C1)C(=O)NO |r|